2,2,2-trifluoro-N-(2-(5-oxo-2-((pyridin-3-ylmethyl)amino)-5,7-dihydro-6H-pyrrolo[3,4-b]pyridin-6-yl)ethyl)acetamide FC(C(=O)NCCN1CC2=NC(=CC=C2C1=O)NCC=1C=NC=CC1)(F)F